tert-butyl N-[2-[2-[2-[[5-[[[3-ethyl-5-[2-(2-hydroxyethyl)-1-piperidyl] pyrazolo[1,5-a]pyrimidin-7-yl]amino]methyl]-2-pyridyl]oxy]ethoxy]ethoxy]ethyl]-N-methyl-carbamate C(C)C=1C=NN2C1N=C(C=C2NCC=2C=CC(=NC2)OCCOCCOCCN(C(OC(C)(C)C)=O)C)N2C(CCCC2)CCO